4-Methoxy-N-((S)-1-((S)-2-(methoxymethyl)pyrrolidin-1-yl)-3-methylbutan-2-yl)-N-methylbenzamide COC1=CC=C(C(=O)N(C)[C@H](CN2[C@@H](CCC2)COC)C(C)C)C=C1